BrC1=CC=CN2C(=C(C=C12)C1=NSC(=N1)CNC(=O)C=1C=NN(C1)C(C)(C)C)SC(F)(F)F N-[(3-{8-bromo-3-[(trifluoromethyl)sulfanyl]indolizin-2-yl}-1,2,4-thiadiazol-5-yl)methyl]-1-tert-butylpyrazole-4-carboxamide